CN1CC(C(CC1)NC(=O)C1(CC1)CC1=CC(=CC=C1)C)C N-(1,3-dimethylpiperidin-4-yl)-1-(3-methylbenzyl)cyclopropane-1-carboxamide